octadecanedicarboxylate C(CCCCCCCCCCCCCCCCC)(C(=O)[O-])C(=O)[O-]